O=C1NC(CCC1N1C(C2=CC=C(C=C2C1=O)N1CCN(CC1)CCCN(CCCN1[C@H](CN(CC1)C(=O)OCC1=CC=CC=C1)C)C)=O)=O benzyl (3S)-4-[3-[3-[4-[2-(2,6-dioxo-3-piperidyl)-1,3-dioxo-isoindolin-5-yl]piperazin-1-yl]propyl-methyl-amino]propyl]-3-methyl-piperazine-1-carboxylate